ClC=1C=C(C=C(C1)NS(=O)(=O)C)NC(=O)C1=CN(C(=C1)C1=NC=C(C=C1F)OCCN(C)C)C N-(3-chloro-5-(methylsulfonamido)phenyl)-5-(5-(2-(dimethylamino)ethoxy)-3-fluoropyridin-2-yl)-1-methyl-1H-pyrrole-3-carboxamide